Methyl 4-ethoxybenzoate C(C)OC1=CC=C(C(=O)OC)C=C1